CC=1C2=C(N(N1)CC(C)(C)C)SC(=C2)C(=O)NC2CC(C2)N2CCOCC2 3-methyl-N-((1r,3r)-3-morpholinocyclobutyl)-1-neopentyl-1H-thieno[2,3-c]pyrazole-5-carboxamide